CC(C(=O)ON1N=NC(=C1)C1CN(CC1)C(CCC=1C=NC(=NC1)NC1CC2=CC(=C(C=C2C1)F)F)=O)CCC (4-(1-(3-(2-((5,6-difluoro-2,3-dihydro-1H-inden-2-yl) amino) pyrimidin-5-yl) propionyl) pyrrolidin-3-yl)-1H-1,2,3-triazol-1-yl) methylpentanoate